FC1=C(C(=CC=C1)F)C1=NCC2=C(C3=C1C=CO3)N=CN=C2 7-(2,6-difluorophenyl)-5H-furo[3,2-c]pyrimido[4,5-e]azepin